9-(4-chlorodibenzo[b,d]furan-1-yl)-9H-3,9'-bicarbazole ClC1=CC=C(C2=C1OC1=C2C=CC=C1)N1C2=CC=CC=C2C=2C=C(C=CC12)N1C2=CC=CC=C2C=2C=CC=CC12